7-chloro-4-(phenylcarbamoyl)-3,4-dihydronaphthalene-2,2(1H)-dicarboxylic acid diethyl ester C(C)OC(=O)C1(CC2=CC(=CC=C2C(C1)C(NC1=CC=CC=C1)=O)Cl)C(=O)OCC